trifluoromethylbis(trifluoromethylphenyl)phenanthrene FC(F)(F)C=1C(=C(C=2C=CC3=CC=CC=C3C2C1)C1=C(C=CC=C1)C(F)(F)F)C1=C(C=CC=C1)C(F)(F)F